C(C)OC[C@]1(CN(CC1)C1C=2C=CC=NC2C(NC1)=O)CCC1=CC=C(C=C1)F |o1:4| 5-((R or S)-3-(ethoxymethyl)-3-(4-fluorophenethyl)pyrrolidin-1-yl)-6,7-dihydro-1,7-naphthyridin-8(5H)-one